Cl.O1N(CCCC1)CCOC1=CC2=C(OC[C@@H](C(N2C)=O)N)C=C1 (S)-7-(2-(1,2-oxazinan-2-yl)ethoxy)-3-amino-5-methyl-2,3-dihydrobenzo[b][1,4]oxazepin-4(5H)-one hydrochloride